C1(=CC=CC=C1)[C@@H]1OC[C@H](CO1)O trans-2-phenyl-1,3-dioxane-5-ol